CC(C=CC(C)O)O 3-hexene-2,5-diol